ClCCCCCCOCCOCCOCCOCCSCCC[Si]1(C2=C(C=CC(=C2)N(C)C)C2(OC(C3=CC=CC=C23)=O)C2=C1C=C(C=C2)N(C)C)C (5r,10r)-5-(22-Chloro-7,10,13,16-tetraoxa-4-thiadocosyl)-3,7-bis(dimethylamino)-5-methyl-3'H,5H-spiro[dibenzo[b,e]siline-10,1'-isobenzofuran]-3'-one